N6-cyclopentyl-3-cyclopropyl-N8-(pyridin-2-ylmethyl)-[1,2,4]triazolo[4,3-b]pyridazine-6,8-diamine C1(CCCC1)NC=1C=C(C=2N(N1)C(=NN2)C2CC2)NCC2=NC=CC=C2